(3-hydroxypiperidin-1-yl)methanone OC1CN(CCC1)C=O